CCCCCCCCCCCCCCCC(=O)O.C(C1C(C(C(C(O1)OC2(C(C(C(O2)CO)O)O)CO)O)O)O)O sucrose monopalmitate